tert-Butyl 2,7-diazabicyclo[3.3.1]nonane-2-carboxylate hydrochloride Cl.C12N(CCC(CNC1)C2)C(=O)OC(C)(C)C